C[C@H]1N([C@H](CN(C1)C1=NC=C(C=N1)C(F)(F)F)C)C(=O)OC1CC2(CNC2)C1 2-azaspiro[3.3]heptan-6-yl (2R,6S)-2,6-dimethyl-4-[5-(trifluoromethyl)pyrimidin-2-yl]piperazine-1-carboxylate